β-chloro-m-chlorostyrene ClC=CC1=CC(=CC=C1)Cl